(S)-3-((tert-butyloxycarbonyl)(isopropyl)amino)-2-(4-chlorophenyl)propanoic acid C(C)(C)(C)OC(=O)N(C[C@@H](C(=O)O)C1=CC=C(C=C1)Cl)C(C)C